4-phenyldiazenylphenol C1(=CC=CC=C1)N=NC1=CC=C(C=C1)O